1-(4-((2-(4-(cyanomethyl)piperazin-1-yl)-5-oxo-5,6-dihydropyrimido[4,5-d]pyridazin-4-yl)amino)phenyl)piperidine-4-carboxylic acid C(#N)CN1CCN(CC1)C=1N=C(C2=C(C=NNC2=O)N1)NC1=CC=C(C=C1)N1CCC(CC1)C(=O)O